Trans-4-[(5-fluoro-4-(2-hydroxyethoxy)-6-[(5-methyl-1H-pyrazol-3-yl)amino]pyrimidin-2-yl)amino]adamantan-1-ol FC=1C(=NC(=NC1NC1=NNC(=C1)C)NC1C2CC3(CC(CC1C3)C2)O)OCCO